COC(CC(=O)C1=CC(=CC=C1)OC(C)C)=O 3-(3-Isopropoxyphenyl)-3-oxopropanoic acid methyl ester